2-acetamido-N-acetylgalactosamine C(C)(=O)NC1(C(O)O[C@@H]([C@@H]([C@@H]1O)O)CO)NC(C)=O